2-chloro-5-isopropyl-phenol ClC1=C(C=C(C=C1)C(C)C)O